Trans-glutaminate N[C@@H](CCC(N)=O)C(=O)[O-]